3,4-bis(phenylsulfonyl)-1,2,5-oxadiazol C1(=CC=CC=C1)S(=O)(=O)C1=NON=C1S(=O)(=O)C1=CC=CC=C1